N-(2-(N,N-bis(2,4-dimethoxybenzyl)sulfamoyl)pyridin-4-yl)-6-cyclopropyl-2-(4,4-difluoroazepan-1-yl)nicotinamide COC1=C(CN(S(=O)(=O)C2=NC=CC(=C2)NC(C2=C(N=C(C=C2)C2CC2)N2CCC(CCC2)(F)F)=O)CC2=C(C=C(C=C2)OC)OC)C=CC(=C1)OC